N1CCC(CC1)CCCC1CCNCC1 4,4'-tri-methylenedipiperidine